C(C)(C)(C)C=1C=C(C=C(C1O)C(C)(C)C)CCC(=O)OCCSCCOC(CCC1=CC(=C(C(=C1)C(C)(C)C)O)C(C)(C)C)=O thiodiethyl bis(3-(3,5-di-tert-butyl-4-hydroxyphenyl) propionate)